COC=1C=C(C=CC1OC)C=1NC2=CC=C(C=C2C1C(C)C)C=1C=NC(=NC1)N1CCN(CC1)CC1=CSC=C1 2-(3,4-dimethoxyphenyl)-3-isopropyl-5-(2-(4-(thiophen-3-ylmethyl)piperazin-1-yl)pyrimidin-5-yl)-1H-indole